6-((5-(4-(tert-butyl)phenyl)-1-isopropyl-1H-1,2,4-triazol-3-yl)methyl)-6-azaspiro[3.4]octane C(C)(C)(C)C1=CC=C(C=C1)C1=NC(=NN1C(C)C)CN1CC2(CCC2)CC1